COC1=NC(=CC=C1C1COC2=C(O1)C(=CC(=C2)CN2C=NC=1C2=NC=CC1)OC)OC 3-((2-(2,6-Dimethoxypyridin-3-yl)-8-methoxy-2,3-dihydrobenzo[b][1,4]dioxin-6-yl)methyl)-3H-imidazo[4,5-b]pyridine